FC1=CC=C(CSC=2N(C(=CC2)C)C2=NC=CC=C2)C=C1 2-(2-((4-fluorobenzyl)thio)-5-methyl-1H-pyrrol-1-yl)pyridine